FC(CC1(CN(CCC1O)C(=O)OC(C)(C)C)C(=O)OC)F 1-(tert-butyl) 3-methyl 3-(2,2-difluoroethyl)-4-hydroxypiperidine-1,3-dicarboxylate